methyl (3S)-3-(((tert-butoxy)carbonyl)amino)-3-(4-(ethylsulfonyl)phenyl)propionate C(C)(C)(C)OC(=O)N[C@@H](CC(=O)OC)C1=CC=C(C=C1)S(=O)(=O)CC